CCCOCC(CNCCC)O 4-oxa-8-azaundecan-6-ol